ClC1=C(C(=C(C(=N1)SC(C(=O)N)C1=CC=CC=C1)C#N)CC)C#N 2-((6-chloro-3,5-dicyano-4-ethylpyridin-2-yl)thio)-2-phenylacetamide